benzyl (S)-6-bromo-7-fluoro-2-((S)-3-(4-methoxybenzyl)-2-oxooxazolidin-5-yl)-2H-benzo[e][1,3]oxazine-3(4H)-carboxylate BrC=1C(=CC2=C(CN([C@@H](O2)[C@@H]2CN(C(O2)=O)CC2=CC=C(C=C2)OC)C(=O)OCC2=CC=CC=C2)C1)F